N-benzyloxycarbonyl-(D)-phenylalaninol C(C1=CC=CC=C1)OC(=O)N[C@H](CC1=CC=CC=C1)CO